C1(CC1)C=1C=NN2C1N=C(C=C2)C=2C1=C(N=C(N2)NCC=2C=NC(=CC2)N2CCN(CC2)C)NC=C1 (3-cyclopropylpyrazolo[1,5-a]pyrimidin-5-yl)-N-((6-(4-methylpiperazin-1-yl)pyridin-3-yl)methyl)-7H-pyrrolo[2,3-d]pyrimidin-2-amine